N-((2-(benzyloxy)naphthalen-1-yl)methyl)-1-methylpiperidin-4-amine C(C1=CC=CC=C1)OC1=C(C2=CC=CC=C2C=C1)CNC1CCN(CC1)C